4-bromo-1-(ethyl-d)-1H-pyrazole BrC=1C=NN(C1)CC[2H]